(S)-(+)-1-Indanamine C1CC2=CC=CC=C2[C@H]1N